N[C@H]1CN(CCC1)C(=O)C=1C=C2OCCN3C(=NC(C1)=C32)C=3N(C2=CC=CC=C2C3)CC (R)-(3-Aminopiperidin-1-yl)(2-(1-ethyl-1H-indol-2-yl)-3,4-dihydro-5-oxa-1,2a-diazaacenaphthylen-7-yl)methanone